FC(C=1N=CC(=NC1)C(C(=O)O)(C)C)F 2-(5-(difluoromethyl)pyrazin-2-yl)-2-methylpropanoic acid